Methyl-(5S)-2-{[3-fluoro-2-(trifluoromethyl)pyridin-4-yl]methyl}-3-oxo-2,5,6,7-tetrahydro-3H-pyrrolo[2,1-c][1,2,4]triazole-5-carboxylate COC(=O)[C@@H]1CCC2=NN(C(N21)=O)CC2=C(C(=NC=C2)C(F)(F)F)F